C1(CCCCC1)NC=1C=CC=C2C(=C(C=NC12)C(=O)N[C@H]1CCOC2=CC=CC=C12)N1CCOCC1 8-(cyclohexylamino)-N-[(4S)-3,4-dihydro-2H-chromen-4-yl]-4-(morpholin-4-yl)quinoline-3-carboxamide